methyl 1-[3-chloro-5-(4-tetrahydropyran-2-yl-1,2,4-triazol-3-yl)phenyl]pyrazolo[3,4-b]pyridine-5-carboxylate ClC=1C=C(C=C(C1)C1=NN=CN1C1OCCCC1)N1N=CC=2C1=NC=C(C2)C(=O)OC